C(C(=C)C)(=O)O.C(C(=C)C)(=O)O.C(C)OC(C(C1=C(C(=C(O)C(=C1OCC)OCC)OCC)OCC)(C)C1=CC=C(C=C1)O)(OCC)OCC heptaethoxybisphenol A dimethacrylate